4,7-dihydro-5H-thieno[2,3-c]pyran-7-carboxylic acid S1C=CC2=C1C(OCC2)C(=O)O